3-(4-trifluoromethyl-benzylidene)-5-(4-pyridinyl)-N-methyl-4-piperidone FC(C1=CC=C(C=C2CN(CC(C2=O)C2=CC=NC=C2)C)C=C1)(F)F